3-(Butyloxycarbonylamino-methyl)-3,5,5-trimethylcyclohexylcarbamic acid butyl ester C(CCC)OC(NC1CC(CC(C1)(C)C)(C)CNC(=O)OCCCC)=O